4'-Methyl-6'H-dispiro[oxetane-3,7'-cyclopenta[b]pyridine-5',4''-piperidin]-6'-one CC1=C2C(=NC=C1)C1(C(C23CCNCC3)=O)COC1